5-benzyloxy-2-[4-(dimethoxymethyl)-1-piperidinyl]pyridine ethyl-6-(4-chloro-2-fluoro-5-methylphenyl)-3-cyclopropyl-4-oxo-4,5-dihydropyrazolo[1,5-a]pyrazine-2-carboxylate C(C)OC(=O)C1=NN2C(C(NC(=C2)C2=C(C=C(C(=C2)C)Cl)F)=O)=C1C1CC1.C(C1=CC=CC=C1)OC=1C=CC(=NC1)N1CCC(CC1)C(OC)OC